5-chloro-6-fluoro-1-methyl-1H-[1,2,3]triazolo[4,5-c][2,6]naphthyridine ClC1=NC2=C(C=3C=NC=C(C13)F)N(N=N2)C